C(C)(=O)N1[C@H](CN(C[C@@H]1C)C(C(=C)F)=O)C1=CC(=NC(=C1)Cl)C1=CC(=NC=C1)C(=O)NC 4-((2S,6S)-1-acetyl-4-(2-fluoroacryloyl)-6-methylpiperazin-2-yl)-6-chloro-N-methyl-[2,4'-bipyridine]-2'-carboxamide